bromodifluoroacetic acid potassium salt [K+].BrC(C(=O)[O-])(F)F